FC1(CCC(CC1)C=O)F 4,4-DIFLUORO-CYCLOHEXANECARBALDEHYDE